2,4,7-Trichloropteridine ClC1=NC2=NC(=CN=C2C(=N1)Cl)Cl